r-hydroxyethyl methacrylate C(C(=C)C)(=O)OCCO